O=S1(C=C(C=C1)NS(=O)(=O)C1=C(C=CC=C1)O)=O N-(1,1-dioxothien-3-yl)-2-hydroxy-benzenesulfonamide